FC(C)(C)[Si](OC)(OC)OC 1-fluoro-1-methylethyltrimethoxysilane